C(\C=C/C=CCCC[C@@H]1[C@H](CCCCCCCC)O1)(=O)O (3Z,6Z,9R,10S)-9,10-epoxy-octadecadienoic acid